3-((tert-butyldiphenylsilyl)oxy)-1-(4,6-dichloro-1,3,5-triazin-2-yl)-3-methylazepane [Si](C1=CC=CC=C1)(C1=CC=CC=C1)(C(C)(C)C)OC1(CN(CCCC1)C1=NC(=NC(=N1)Cl)Cl)C